2-ethylhexanol C(C)C(CO)CCCC